[(4R)-4-ethyl-1-[(1R)-1-[3-[[(1R,2R)-2-hydroxyindan-1-yl]carbamoyl]phenyl]butyl]-6-oxo-4-phenyl-hexahydropyrimidin-2-ylidene]ammonium C(C)[C@]1(NC(N(C(C1)=O)[C@H](CCC)C1=CC(=CC=C1)C(N[C@H]1[C@@H](CC2=CC=CC=C12)O)=O)=[NH2+])C1=CC=CC=C1